4-oxo-4-piperidin-1-ylbutanoic acid O=C(CCC(=O)O)N1CCCCC1